(dimethylamino)-5-(6-hydroxyquinolin-2-yl)-3-methylpyrimidin-4(3H)-one CN(C)C1=NC=C(C(N1C)=O)C1=NC2=CC=C(C=C2C=C1)O